(2,6-dimethylphenoxy)(N-phenyloxazoline imine) vanadium [V].CC1=C(OC2=NC(OC2)=NC2=CC=CC=C2)C(=CC=C1)C